ClC1=CC=C(C=C1)CC1CCN(CC1)C(=O)N1C[C@@H]2[C@@H](OCC(N2)=O)CC1 |r| Rac-(4aR,8aS)-6-[4-[(4-chlorophenyl)methyl]piperidine-1-carbonyl]-4,4a,5,7,8,8a-hexahydropyrido[4,3-b][1,4]oxazin-3-one